OC(CC/C=C(/CCC=O)\C)(C=C)C (E)-8-Hydroxy-4,8-dimethyl-4,9-decadienal